NC=1N=C(N(N1)C1=NC=C(C=C1)C#N)[C@H](C)NC(C1=CC(=CC(=C1)S(=O)(=O)C)Cl)=O N-[(1S)-1-[5-amino-2-(5-cyano-2-pyridyl)-1,2,4-triazol-3-yl]ethyl]-3-chloro-5-methylsulfonyl-benzamide